ethylenebisarachidic acid amide C(CCCCCCCCCCCCCCCCCCCCC(=O)N)CCCCCCCCCCCCCCCCCCCC(=O)N